(S)-2-(4-(methylcarbamoyl)phenyl)-N-(pyrrolidin-3-yl)benzo[d]imidazo[2,1-b]thiazole-7-carboxamide CNC(=O)C1=CC=C(C=C1)C=1N=C2SC3=C(N2C1)C=CC(=C3)C(=O)N[C@@H]3CNCC3